1-[(4-chloro-3-methylphenyl)methyl]-3-methyl-3-[(3R)-1-(pyridine-3-carbonyl)piperidin-3-yl]urea ClC1=C(C=C(C=C1)CNC(=O)N([C@H]1CN(CCC1)C(=O)C=1C=NC=CC1)C)C